NC1=C(C=C(N=N1)C1=C(C=CC=C1)O)N1CCN(C2(CCC2)C1)C1=CC(=CC=C1)OCCN1CCNCC1 2-(6-amino-5-(5-(3-(2-(piperazin-1-yl)ethoxy)phenyl)-5,8-diazaspiro[3.5]nonan-8-yl)pyridazin-3-yl)phenol